N-(4-cyclobutyl-1-methyl-5-(3,4,5-trifluorophenyl)-1H-pyrazol-3-yl)oxetane-3-carboxamide C1(CCC1)C=1C(=NN(C1C1=CC(=C(C(=C1)F)F)F)C)NC(=O)C1COC1